1-(2,6-difluoro-4-((4-methoxybenzyl)sulfanyl)benzyl)-8-methoxypyrazino[2,3-c][1,8]Naphthyridin-2(1H)-one FC1=C(CN2C(C=NC=3C=NC=4N=C(C=CC4C32)OC)=O)C(=CC(=C1)SCC1=CC=C(C=C1)OC)F